tert-Butyl (3R,5S)-4-(2-((3-(2,6-dioxopiperidin-3-yl)phenyl)amino)-2-oxoethyl)-3,5-dimethylpiperazine-1-carboxylate O=C1NC(CCC1C=1C=C(C=CC1)NC(CN1[C@@H](CN(C[C@@H]1C)C(=O)OC(C)(C)C)C)=O)=O